chlorosilane-amine Cl[SiH2]N